C1(CCCCC1)[C@H](C)OC1=C(C(=O)NC2=NN(C=C2C)C)C=C(C(=C1)N1N=C2N(CCCC2)C1=O)F 2-[(1S)-1-cyclohexylethoxy]-N-(1,4-dimethyl-1H-pyrazol-3-yl)-5-fluoro-4-(3-oxo-5,6,7,8-tetrahydro[1,2,4]triazolo[4,3-a]pyridin-2(3H)-yl)benzamide